2-[1-[6-Methyl-2-(1-methylpyrazolo[4,3-b]pyridin-5-yl)-4-oxo-chromen-8-yl]ethylamino]benzoic acid CC=1C=C2C(C=C(OC2=C(C1)C(C)NC1=C(C(=O)O)C=CC=C1)C1=CC=C2C(=N1)C=NN2C)=O